(S)-2-amino-N-methyl-N,2-diphenylacetamide N[C@H](C(=O)N(C1=CC=CC=C1)C)C1=CC=CC=C1